5,7-dibromoisoquinoline BrC1=C2C=CN=CC2=CC(=C1)Br